(2-Dimethylamino-ethyl)-methyl-carbamic acid 2-cyano-6-oxo-1-propyl-8-[1-(3-trifluoromethyl-benzyl)-1H-pyrazol-4-yl]-1,6-dihydro-purin-7-ylmethyl ester C(#N)C=1N(C(C=2N(C(=NC2N1)C=1C=NN(C1)CC1=CC(=CC=C1)C(F)(F)F)COC(N(C)CCN(C)C)=O)=O)CCC